O1C(CC1)COC1=NOC(=C1)C(=O)N 3-(oxetan-2-ylmethoxy)isoxazole-5-carboxamide